4-[3-(2,4-Dioxohexahydropyrimidin-1-yl)-1-methyl-indazol-6-yl]-3-fluoro-3,6-dihydro-2H-pyridine-1-carboxylic acid tert-butyl ester C(C)(C)(C)OC(=O)N1CC(C(=CC1)C1=CC=C2C(=NN(C2=C1)C)N1C(NC(CC1)=O)=O)F